7-Fluoro-5-(1-(8-isobutyl-8-azabicyclo[3.2.1]octan-3-yl)piperidin-4-yl)-1-methyl-2-(4-(methylsulfonyl)phenyl)-1H-benzo[d]imidazol FC1=CC(=CC2=C1N(C(=N2)C2=CC=C(C=C2)S(=O)(=O)C)C)C2CCN(CC2)C2CC1CCC(C2)N1CC(C)C